N-(3-chloro-2-ethyl-phenyl)-4-[[3-(1,4-dioxan-2-ylmethoxy)-4-pyridinyl]methylamino]-6-oxo-2,3-dihydro-1H-pyridine-5-thiocarboxamide ClC=1C(=C(C=CC1)NC(=S)C1=C(CCNC1=O)NCC1=C(C=NC=C1)OCC1OCCOC1)CC